N-((3aR,8R,8aR)-4-(Hydroxymethyl)-2,2-dimethylhexahydro-4H-4,7-epoxy[1,3]dioxolo[4,5-d]azepin-8-yl)acetamide OCC12[C@H]3[C@@H]([C@H](C(NC1)O2)NC(C)=O)OC(O3)(C)C